O1CCC(CC1)NC1=CC=CC=2C(=C(OC21)C#CC)C=2N=CSC2 3-(7-((tetrahydro-2H-pyran-4-yl)amino)-3-(thiazol-4-yl)benzofuran-2-yl)prop-2-yn